FC1=C(N)C=CC=C1F 2,3-Difluoroaniline